3-(3-(2-chloro-3-(3-(3-hydroxypyrrolidin-1-yl)propoxy)phenyl)anilino)benzisothiazole ClC1=C(C=CC=C1OCCCN1CC(CC1)O)C=1C=C(NC2=NSC3=C2C=CC=C3)C=CC1